ClC1=CC(=C(C=C1C=1C=NOC1C)NS(=O)(=O)C=1C=C(C(=O)OC)C=CC1CC)N1CCCCC1 methyl 3-(N-(4-chloro-5-(5-methylisoxazol-4-yl)-2-(piperidin-1-yl) phenyl) sulfamoyl)-4-ethylbenzoate